C(C)(=O)C1=C(C=C2CC(N3C(C2=C1)=CC(C(=C3)C(=O)O)=O)C(C)C)C=3N=C(SC3)CC(C)C 10-acetyl-9-(2-isobutylthiazol-4-yl)-6-isopropyl-2-oxo-6,7-dihydro-2H-pyrido[2,1-a]isoquinoline-3-carboxylic acid